4-(((2S)-1-((2-methyl-5-(2-(piperidin-3-yl)ethoxy)benzyl)amino)-1-oxo-3-phenylpropan-2-yl)amino)-4-oxobutanoic acid CC1=C(CNC([C@H](CC2=CC=CC=C2)NC(CCC(=O)O)=O)=O)C=C(C=C1)OCCC1CNCCC1